((dimethylamino) methylene)-3-oxoglutarate CN(C)C=C(C(=O)[O-])C(CC(=O)[O-])=O